CC1=NC=CC(=C1C)C1=CC=C(C=C1)CCC(=O)O 3-[4-(2,3-dimethyl-pyridin-4-yl)-phenyl]-propionic acid